1-[5-(2,2-difluoroethoxy)-2-methyl-3-pyridyl]-3,3-dimethyl-N-(3-methyl-1,1-dioxo-thietan-3-yl)-2-oxo-indoline-5-carboxamide FC(COC=1C=C(C(=NC1)C)N1C(C(C2=CC(=CC=C12)C(=O)NC1(CS(C1)(=O)=O)C)(C)C)=O)F